7-methyl-2,3-quinolinedicarboxylic acid CC1=CC=C2C=C(C(=NC2=C1)C(=O)O)C(=O)O